NC1=NC(=C(C=2N1N=C(N2)NCC2=NC=CC=C2C)C2=CN(C(C=C2)=O)CC)C=2C(=C(C#N)C=CC2)F 3-(5-amino-8-(1-ethyl-6-oxo-1,6-dihydropyridin-3-yl)-2-(((3-methylpyridin-2-yl)methyl)amino)-[1,2,4]triazolo[1,5-c]pyrimidin-7-yl)-2-fluorobenzonitrile